CN1C(CNC(C1)=O)C1=CC=C(C=C1)NC(OCC1=CC=C(C=C1)F)=O 4-fluorobenzyl (4-(1-methyl-5-oxopiperazin-2-yl)phenyl)carbamate